4-[4-[(2,6-dioxo-3-piperidyl)amino]-2-fluoro-phenyl]-[3,3-difluoro-1-piperidyl]acetate O=C1NC(CCC1NC1=CC(=C(C=C1)C1C(CN(CC1)CC(=O)[O-])(F)F)F)=O